CC=1C=C2C=NN(C2=CC1C=1C[C@@H]2[C@@H](CN(C2)C2CCS(CC2)(=O)=O)C1)C=1C=NN(C1)C 4-((3aR,6aS)-5-(5-methyl-1-(1-methyl-1H-pyrazol-4-yl)-1H-indazol-6-yl)-3,3a,4,6a-tetrahydrocyclopenta[c]pyrrol-2(1H)-yl)tetrahydro-2H-thiopyran 1,1-dioxide